COC1=CC=C2C(=C1S(=O)(=O)Cl)OCCC21CCC1 7-Methoxyspiro[chroman-4,1'-cyclobutane]-8-sulfonyl chloride